C(#N)C1=CC(=CC=2N=C(OC21)C=2C(=C(C=CC2)C2=C(C(=CC=C2)NC=2N=CC=C1C=C(C=NC21)CNCCO)C)C)CN2C[C@@H](CC2)C (R)-1-((7-Cyano-2-(3'-(3-((2-hydroxyethylamino)methyl)-1,7-naphthyridin-8-ylamino)-2,2'-dimethylbiphenyl-3-yl)benzo[d]oxazol-5-yl)methyl)-3-methylpyrrolidin